2-(Benzylthio)-1-((tetrahydrofuran-2-yl)methyl)-1H-benzo[d]imidazole-6-carboxylic acid methyl ester COC(=O)C=1C=CC2=C(N(C(=N2)SCC2=CC=CC=C2)CC2OCCC2)C1